C(#N)C1=CC=C(OCC(=O)C2=CC=C(C=C2)OC)C=C1 2-(4-cyanophenoxy)-1-(4-methoxyphenyl)ethanone